3-TRIETHOXYSILYLPROPYL-4-HYDROXYBUTYRAMIDE C(C)O[Si](CCCC(C(=O)N)CCO)(OCC)OCC